1-[(2-Chlorophenyl)methyl]-N-(6S)-2-cyclopropyl-4-methyl-5-oxo-7,8-dihydro-6H-pyrazolo[1,5-a][1,3]diazepin-6-yl-1,2,4-triazol-3-carboxamid ClC1=C(C=CC=C1)CN1CC=C2N1CC[C@H](C(N2C)=O)C2=NC(=NN2)C(=O)NC2CC2